ClC1=C(N(C(C2=C(C=CC=C12)C1=CC(=C(C=C1)F)C)=O)C1=CC=CC=C1)[C@H](C)NC=1C2=C(N=CN1)NC=CC2=O (S)-4-((1-(4-chloro-8-(4-fluoro-3-methylphenyl)-1-oxo-2-phenyl-1,2-dihydroisoquinolin-3-yl)ethyl)amino)pyrido[2,3-d]pyrimidin-5(8H)-one